(S)-1-(Aminomethyl)-N-(1-hydroxy-3-(1H-imidazol-4-yl)propan-2-yl)cyclopentancarboxamid NCC1(CCCC1)C(=O)N[C@H](CO)CC=1N=CNC1